6-bromo-5-[(2-chloro-5-fluorophenyl)carbonyl]-1-(2,2-difluoroethyl)benzo[d]imidazole-4-carbonitrile BrC=1C(=C(C2=C(N(C=N2)CC(F)F)C1)C#N)C(=O)C1=C(C=CC(=C1)F)Cl